1-(2-(3,8-diazabicyclo[3.2.1]octan-8-yl)-6,7-dihydrothiazolo[5,4-c]pyridin-5(4H)-yl)-4,4-difluoro-3,3-dimethylbutan-1-one C12CNCC(CC1)N2C=2SC=1CN(CCC1N2)C(CC(C(F)F)(C)C)=O